C(C)OCCNC(=O)C1=CC2=C(N(C(=N2)NC=2SC3=C(N2)C=CC(=C3)OC(F)(F)F)C)C=C1OC 6-Methoxy-1-methyl-2-(6-trifluoromethoxy-benzothiazol-2-ylamino)-1H-benzoimidazole-5-carboxylic acid (2-ethoxy-ethyl)-amide